Dimethyl 3,3'-(5,5'-Dihydroxy-4,4'-dioxo-4H,4'H-[6,6'-bichromene]-2,2'-diyl)dipropionate OC1=C2C(C=C(OC2=CC=C1C=1C(=C2C(C=C(OC2=CC1)CCC(=O)OC)=O)O)CCC(=O)OC)=O